Cl.N1=NNC=2CNCCC21 4,5,6,7-tetrahydro-3H-[1,2,3]triazolo[4,5-c]pyridine hydrochloride